FC1=C(C=CC(=C1)F)S(=O)(=O)NC=1C(=NC=C(C1)C=1C=C2C(=NC=NC2=CC1)N1CCN(CC1)C(\C=C\C(C)=O)=O)C (E)-2,4-difluoro-N-(2-methyl-5-(4-(4-(4-oxopent-2-enoyl)piperazin-1-yl)quinazolin-6-yl)pyridin-3-yl)benzenesulfonamide